(S)-N-(5-(2,4-difluorophenoxy)pyrazin-2-yl)-2-(3,3-dimethyl-4-(5-oxo-6-(1H-pyrazol-4-yl)-4,5-dihydropyrazine-2-carbonyl)piperazin-1-yl)propanamide FC1=C(OC=2N=CC(=NC2)NC([C@H](C)N2CC(N(CC2)C(=O)C=2N=C(C(NC2)=O)C=2C=NNC2)(C)C)=O)C=CC(=C1)F